potassium bicarbonate potassium chloride [Cl-].[K+].C([O-])(O)=O.[K+]